O1COC=2CN(C=CC21)C(=O)[O-] [1,3]dioxolo[4,5-c]pyridine-5-carboxylate